Cl.N[C@@H](CC#N)C=1C=NC(=CC1)OC (S)-3-Amino-3-(6-methoxypyridin-3-yl)propionitrile hydrochloride